cyanomethylene-benzopyran C(#N)C=C1OC2=C(C=C1)C=CC=C2